[Li].C[Si](C)(C)N[Si](C)(C)C Bis(trimethylsilyl)amine lithium salt